(2S,3S,4S,5S,6S)-2-((S)-2-acetoxy-1-fluoroethyl)-6-((5-methyl-2-oxido-4H-benzo[d][1,3,2]dioxaphosphinin-2-yl)oxy)tetrahydro-2H-pyran-3,4,5-triyl triacetate C(C)(=O)O[C@@H]1[C@H](O[C@H]([C@H]([C@H]1OC(C)=O)OC(C)=O)OP1(OCC2=C(O1)C=CC=C2C)=O)[C@H](COC(C)=O)F